isoeicosaene C=CCCCCCCCCCCCCCCCC(C)C